C1CCC2=C(C=3CCCC3C=C12)NC(=O)NS(=O)(=O)C=1SC(=CN1)C(C)(C)O N-(1,2,3,5,6,7-hexahydros-indacen-4-ylcarbamoyl)-5-(2-hydroxypropan-2-yl)thiazole-2-sulfonamide